N1=CN=C(C2=C1C=NC=C2)O pyrido[3,4-d]pyrimidin-4-ol